piperazine-1-yl-(p-tolyl)methanone tert-butyl-3-(2-hydroxyethyl)-1,4-oxazepane-4-carboxylate C(C)(C)(C)OC(=O)N1C(COCCC1)CCO.N1(CCNCC1)C(=O)C1=CC=C(C=C1)C